C1(=CC=CC=C1)CCCCCCC=1C=C(C=CC1)Br 3-(6-phenylhexyl)bromobenzene